3-chloro-2,5-dimethyl-benzenesulfonyl chloride ClC=1C(=C(C=C(C1)C)S(=O)(=O)Cl)C